F[C@H]1[C@@H](CC[C@@H](C1)NC)NC1=C2C=C(N(C2=CC=C1)CC(F)(F)F)C#CCNC1=C(C=C(C=C1)S(=O)(=O)C)OC (1R,2R,4S)-2-fluoro-N1-(2-{3-[(4-methanesulfonyl-2-methoxyphenyl)amino]prop-1-yn-1-yl}-1-(2,2,2-trifluoroethyl)-1H-indol-4-yl)-N4-methylcyclohexane-1,4-diamine